7-(2,6-Dichloro-4-nitrophenoxy)-3,4-dihydroisoquinolin-1(2H)-one ClC1=C(OC2=CC=C3CCNC(C3=C2)=O)C(=CC(=C1)[N+](=O)[O-])Cl